CC(C(=O)OC[C@]1(OC(C([C@@H]1O)O)N1C(NC(C=C1)=O)=O)F)C [(2S,3S)-5-(2,4-dioxopyrimidin-1-yl)-2-fluoro-3,4-dihydroxy-tetrahydrofuran-2-yl]methyl 2-methylpropanoate